4,6-dichloro-N,N-dimethyl-pyrimidin-2-amine ClC1=NC(=NC(=C1)Cl)N(C)C